4-(7-fluoro-1,2,3,4-tetrahydroquinolin-2-yl)benzenesulfonamide FC1=CC=C2CCC(NC2=C1)C1=CC=C(C=C1)S(=O)(=O)N